C(C)(C)(C)N(C(O)=O)C=1C=NC(=C(C1)Cl)C1CC(C1)(F)F.ClC=1C=C(C=NC1C1CC(C1)(F)F)N 5-chloro-6-(3,3-difluorocyclobutyl)pyridin-3-amine tert-Butyl-(5-chloro-6-(3,3-difluorocyclobutyl)pyridin-3-yl)carbamate